(3'-(4-([1,1'-biphenyl]-4-yl)-6-phenyl-1,3,5-triazin-2-yl)-[1,1'-biphenyl]-4-yl)boric acid C1(=CC=C(C=C1)C1=NC(=NC(=N1)C1=CC=CC=C1)C=1C=C(C=CC1)C1=CC=C(C=C1)OB(O)O)C1=CC=CC=C1